Ethyl 2-bromo-5-(4-cyclohexyl-3,5-difluorophenyl)-7-oxo-4,7-dihydropyrazolo[1,5-a]pyrimidine-3-carboxylate BrC1=NN2C(NC(=CC2=O)C2=CC(=C(C(=C2)F)C2CCCCC2)F)=C1C(=O)OCC